ClC1=CC=CC=2CC(C12)=C1N=C(OC1=O)C=1N(N=CC1)C 4-(5-Chloro-7-bicyclo[4.2.0]octa-1(6),2,4-trienylidene)-2-(2-methylpyrazol-3-yl)oxazol-5-one